(1-ethyl-5-(trifluoromethyl)-1H-pyrazol-4-yl)ethan-1-ol C(C)N1N=CC(=C1C(F)(F)F)C(C)O